2,7-dimethoxyspiro[fluorene-9,9'-thioxanthene] COC1=CC2=C(C=C1)C1=CC=C(C=C1C21C2=CC=CC=C2SC=2C=CC=CC12)OC